COC(=O)C1([C@@H]2C[C@@H]2CN1)CC(=C)CCl (1R,5S)-2-(2-(chloromethyl)allyl)-3-azabicyclo[3.1.0]hexane-2-carboxylic acid Methyl ester